ClC=1C=C(C=CC1)[C@H]1C[C@](C(N([C@@H]1C1=CC=C(C=C1)Cl)[C@H](CS(=O)(=O)C1CCOCC1)CC)=O)(C)CC(=O)O 2-((3R,5R,6S)-5-(3-Chlorophenyl)-6-(4-chlorophenyl)-3-methyl-2-oxo-1-((S)-1-((tetrahydro-2H-pyran-4-yl)sulfonyl)butan-2-yl)piperidin-3-yl)acetic Acid